Cl.NC1CN(CC1)C1=C2C(=NC3=CC=C(C=C13)C1=CC(=NC=C1)NC(=O)C1CC1)C1=C(CCC2)C=CC=C1 N-(4-(8-(3-aminopyrrolidin-1-yl)-6,7-dihydro-5H-benzo[6,7]cyclohepta[1,2-b]quinolin-10-yl)pyridin-2-yl)cyclopropanecarboxamide hydrochloride